C(C)(C)(C)C1=CC(=NO1)NC(=O)NC1=CC=C(C=C1)C(=O)C1=CN=C2N1C=C(C(=C2)C)C=2C=C1C=CN(C1=CC2)C 1-(5-(tert-butyl)isoxazol-3-yl)-3-(4-(7-methyl-6-(1-methyl-1H-indol-5-yl)imidazo[1,2-a]pyridine-3-carbonyl)phenyl)urea